N1-(4-(tert-butyl)-3-(4-methoxybutoxy)phenyl)cyclopentane-1,3-diamine C(C)(C)(C)C1=C(C=C(C=C1)NC1CC(CC1)N)OCCCCOC